C(C)N1C=NC=C1CN 1-(1-ethyl-1H-imidazol-5-yl)methanamine